C(CC)(=O)OCC(C(COS(=O)(=O)Cl)(C)C)(C)C 4-((chlorosulfonyl) oxy)-2,2,3,3-tetramethylbutyl propionate